BrC1=C(C(=O)OC)C=C(C=C1)N(C)C1=NOC(C1)(C(F)(F)F)C1=CC(=CC(=C1)Cl)Cl methyl 2-bromo-5-[[5-(3,5-dichlorophenyl)-5-(trifluoromethyl)-4H-isoxazol-3-yl]-methyl-amino]benzoate